ClC1=C(C(N(C=C1)C1=NC=C(C(=C1)N1C(C=C(C=C1C)OCC1=NC=C(C=C1F)Cl)=O)C)=O)C(C)(C)O chloro-4''-((3-fluoro-5-chloropyridin-2-yl)methoxy)-3-(2-hydroxypropan-2-yl)-5',6''-dimethyl-2H,2''H-[1,2':4',1''-terpyridin]-2,2''-dione